C(=O)C1CC(CCC1)C(C=O)C 2-(3-formylcyclohexyl)propanal